C(N)(=O)[C@H]1N2C(N([C@H](CC1)C2)OS(=O)(=O)OCC(C(=O)OCC)(CCC)CCC)=O ethyl 2-((((((1R,2S,5R)-2-carbamoyl-7-oxo-1,6-diazabicyclo[3.2.1]octan-6-yl)oxy)sulfonyl)oxy)methyl)-2-propylpentanoate